2,3-difluoro-4-bromophenol FC1=C(C=CC(=C1F)Br)O